FC(F)(F)N1N=C2N=CN=CC2=C1 (trifluoromethyl)-2H-pyrazolo[3,4-d]pyrimidin